NC1=C(C=NN1C=1C=C2C=CNC2=CC1)C(=O)C=1NC2=CC=CC=C2C1 [5-Amino-1-(1H-indol-5-yl)pyrazol-4-yl]-(1H-indol-2-yl)methanone